N-(2,2-dimethoxy-1-(4-methoxyphenyl)ethyl)-4-nitrobenzenesulfonamide COC(C(C1=CC=C(C=C1)OC)NS(=O)(=O)C1=CC=C(C=C1)[N+](=O)[O-])OC